C(C1=CC=CC=C1)OP(=O)(OCC1=CC=CC=C1)OCOC(=O)N(CC(=O)OCC1=CC=CC=C1)CCO benzyl N-((((bis(benzyloxy)phosphoryl)oxy)methoxy)carbonyl)-N-(2-hydroxyethyl)glycinate